N-t-butoxycarbonyl-3-(4-(2-oxopropylsulfinyl)phenyl)-2-aminopropionic acid C(C)(C)(C)OC(=O)NC(C(=O)O)CC1=CC=C(C=C1)S(=O)CC(C)=O